2-((S)-1-[1,4]dioxan-2-ylmethoxy)-8-hydroxy-9-methoxy-1-methyl-6,7-dihydro-pyrido[2,1-a]isoquinolin-4-one O1[C@@H](COCC1)COC=1C(=C2N(CCC3=C(C(=CC=C23)OC)O)C(C1)=O)C